FC=1C=C(C(=O)NC)C=C(C1N1CCNCC1)F 3,5-difluoro-N-methyl-4-(piperazin-1-yl)benzamide